C1(=CC=C(C=C1)NC=1OC=NN1)C N-p-tolyl-1,3,4-oxadiazol-2-amine